(2-methylpropyl)(propyl)amine CC(CNCCC)C